FC(OCC(=O)NC1=CNC2=CC=C(C=C12)C=1C=NN(C1)C1=CC=C(C=C1)C(F)(F)F)(F)F 2-(trifluoromethoxy)-N-(5-{1-[4-(trifluoromethyl)phenyl]-1H-pyrazol-4-yl}-1H-indol-3-yl)acetamide